FC=1C=C(C=NC1OC1(COC1)C1=NC=CC=C1)C(=O)NO 5-fluoro-N-hydroxy-6-{[3-(pyridin-2-yl)oxetan-3-yl]oxy}pyridine-3-carboxamide